4,4'-diamino-1,1'-bi-phenyl-3,3'-dicarboxylate NC1=C(C=C(C=C1)C1=CC(=C(C=C1)N)C(=O)[O-])C(=O)[O-]